COC1=C(C=C(C(=O)NC=2C=NC=C(C2)C(F)(F)F)C=C1)NC1CN(C1)C=1C=NN2C1C=NC=C2 4-methoxy-3-((1-(pyrazolo[1,5-a]pyrazin-3-yl)azetidin-3-yl)amino)-N-(5-(trifluoromethyl)pyridin-3-yl)benzamide